N1=CN=CC(=C1)NC(NC=1C=C2C(=NNC2=CC1)C(=O)N)=O 5-(3-(pyrimidin-5-yl)ureido)-1H-indazole-3-carboxamide